CN(C(OC(C)(C)C)=O)C1CCN(CC1)C(NC1=CC=C(C=C1)C(F)(F)F)=O tert-Butyl N-methyl-N-(1-{[4-(trifluoromethyl)phenyl]carbamoyl}piperidin-4-yl)carbamate